propan-2-ol methacrylate C(C(=C)C)(=O)OC(C)C